CC1(C(OC2(O1)CCC1(NC(C=C1O)=O)CC2)C2=CC=CC=C2)C dimethyl-phenyl-12-hydroxy-1,4-dioxa-9-azadispiro[4.2.4.2]tetradec-11-en-10-one